4-(3-(1-(2-(5-((4,6-Difluoro-1H-indol-5-yl)oxy)-2-fluorophenyl)-1H-imidazol-4-yl)-1-hydroxyethyl)-5-fluorophenyl)butan-2-one FC1=C2C=CNC2=CC(=C1OC=1C=CC(=C(C1)C=1NC=C(N1)C(C)(O)C=1C=C(C=C(C1)F)CCC(C)=O)F)F